1,3-dibromo-6-(tert-butyl)-9-phenyl-9H-carbazole BrC1=CC(=CC=2C3=CC(=CC=C3N(C12)C1=CC=CC=C1)C(C)(C)C)Br